C(C1=CC=CC=C1)SC1=CC(=C(C#N)C=C1)Cl 4-(benzylthio)-2-chlorobenzonitrile